4-[(4-Cyano-phenoxy)-(5,6-dimethoxy-benzooxazol-2-ylcarbamoyl)-methyl]-N-(2-piperidin-1-yl-ethyl)-benzamide C(#N)C1=CC=C(OC(C2=CC=C(C(=O)NCCN3CCCCC3)C=C2)C(NC=2OC3=C(N2)C=C(C(=C3)OC)OC)=O)C=C1